OC1=C(C=CC=C1)C1=NN(C(=N1)C1=C(C=CC=C1)O)C1=CC=C(C(=O)O)C=C1 4-[3,5-bis(2-hydroxyphenyl)-[1,2,4]triazol-1-yl]benzoic acid